3-(5-(3-aminoprop-1-yn-1-yl)pyridin-2-yl)prop-2-yn-1-ol hydrochloride Cl.NCC#CC=1C=CC(=NC1)C#CCO